N1(CCCCCC1)C1=C(C=CC=C1Cl)NS(=O)(=O)C=1SC(=CC1)S(=O)(=O)N(C)C N2-[2-(1-Azepanyl)-3-chlorophenyl]-N5,N5-dimethylthiophene-2,5-disulfonamide